CN1C(=NC(=C1)C(F)(F)F)C1=CC=C(C=O)C=C1 4-[1-methyl-4-(trifluoromethyl)imidazol-2-yl]benzaldehyde